benzyl (R)-8-((tert-butoxycarbonyl)amino)-2-ethyl-7-methyl-2,3-dihydrobenzo(f)[1,4]oxazepine-4(5H)-carboxylate C(C)(C)(C)OC(=O)NC1=CC2=C(CN(C[C@H](O2)CC)C(=O)OCC2=CC=CC=C2)C=C1C